methyl 4-amino-3-iodobenzoate NC1=C(C=C(C(=O)OC)C=C1)I